3-(4-(4-(3-(4-aminopiperidin-1-yl)-3-oxopropyl)piperidin-1-yl)phenyl)piperidine-2,6-dione NC1CCN(CC1)C(CCC1CCN(CC1)C1=CC=C(C=C1)C1C(NC(CC1)=O)=O)=O